tert-butyl (4-hydroxyphenyl)(imino)methylcarbamate OC1=CC=C(C=C1)N(C(OC(C)(C)C)=O)C=N